C(#N)C=1C=CC(=NC1)N1CCN(CC1)C(=O)C1(CN(CC1)C(=O)OC(C)(C)C)C tert-Butyl 3-(4-(5-cyanopyridin-2-yl)piperazine-1-carbonyl)-3-methylpyrrolidine-1-carboxylate